1-(tert-butyl) 3-methyl azepane-1,3-dicarboxylate N1(CC(CCCC1)C(=O)OC)C(=O)OC(C)(C)C